N1(N=NC=C1)C1=CC=C(N=N1)CN1C(C(N(C=C1)C1(CC1)C)=O)=O 1-((6-(1H-1,2,3-triazol-1-yl)pyridazin-3-yl)methyl)-4-(1-methylcyclopropyl)-1,4-dihydropyrazine-2,3-dione